2-(benzyl-(2-hydroxyethyl)amino)-1-(5-chloropyridin-2-yl)ethane-1-ol C(C1=CC=CC=C1)N(CC(O)C1=NC=C(C=C1)Cl)CCO